ClC=1SC=2N=C(N=C(C2N1)NCCCC1=CC=CC=C1)C 2-chloro-5-methyl-N-(3-phenylpropyl)thiazolo[5,4-d]pyrimidin-7-amine